4-(2-biphenylyl)amino-9,9-dimethylfluoren C1(=C(C=CC=C1)NC1=CC=CC=2C(C3=CC=CC=C3C12)(C)C)C1=CC=CC=C1